CC1=NN2C(=NN=C(C2=C1)N[C@H]1CN(CCC1)C)C1=C(C=C(C=C1)C(F)(F)F)O (R)-2-(2-methyl-4-((1-methylpiperidin-3-yl)amino)pyrazolo[1,5-d][1,2,4]triazin-7-yl)-5-(trifluoromethyl)phenol